C(C)(=O)N1CCC(CC1)NC=1C=C2CCN(C(C2=CC1F)=O)CC(CN1CC2=CC=CC=C2CC1)O 6-((1-acetylpiperidin-4-yl)amino)-2-(3-(3,4-dihydroisoquinolin-2(1H)-yl)-2-hydroxypropyl)-7-fluoro-3,4-dihydroisoquinolin-1(2H)-one